[C@H]12COC[C@@H]2C1NC(=O)C=1C=C(C2=C(C(CO2)C2=CC(=CC=C2)F)C1)C(=O)NC (+/-)-N5-((1R,5S,6r)-3-Oxabicyclo[3.1.0]hexan-6-yl)-3-(3-fluorophenyl)-N7-methyl-2,3-dihydrobenzofuran-5,7-dicarboxamid